FC=1C(=NC(=NC1)NC1=CC=C(C=C1)OC1=CC=CC=C1)NCCCCCCC(=O)NO 7-((5-Fluoro-2-((4-phenoxyphenyl)amino)pyrimidin-4-yl)amino)-N-hydroxyheptanamide